N-((2R*,3R*)-1-acryloyl-2-methylazetidin-3-yl)-2-(((5-(tert-butyl)-6-chloro-1H-indazol-3-yl)amino)methyl)-1,4-dimethyl-1H-imidazole-5-carboxamide C(C=C)(=O)N1[C@@H]([C@@H](C1)NC(=O)C1=C(N=C(N1C)CNC1=NNC2=CC(=C(C=C12)C(C)(C)C)Cl)C)C |o1:5,6|